ethyl 4-[3-(6-cyano-5-methylthiopyridin-3-yl)-5,5-dimethyl-4-oxo-2-thioxo-imidazolidin-1-yl]butyrate C(#N)C1=C(C=C(C=N1)N1C(N(C(C1=O)(C)C)CCCC(=O)OCC)=S)SC